C(#N)[C@H]1[C@H](C1)C(=O)O |r| (±)-(1S,2R)-2-cyanocyclopropane-1-carboxylic acid